methyl 3-[(2-acetylaminoethyl-thio)carbonyl]propionate C(C)(=O)NCCSC(=O)CCC(=O)OC